(1S,2S)-N-[[2-(2-ethyl-4-pyridyl)oxetan-2-yl]methyl]-2-phenyl-cyclopropanecarboxamide C(C)C1=NC=CC(=C1)C1(OCC1)CNC(=O)[C@@H]1[C@H](C1)C1=CC=CC=C1